[Si]([O-])([O-])([O-])[O-].[Si](O)(O)(O)O.[Si](O)(O)(O)O.[Mg+2].[OH-].[Al+3] aluminum hydroxide magnesium trisilicate